(1s,3s)-3-amino-1-(trifluoromethyl)cyclobutan-1-ol NC1CC(C1)(O)C(F)(F)F